C1N(CCC2=CC=CC=C12)CC(CN1C(C2=CC=C(C=C2CC1)C(=O)N1CC2=NN(C=C2C1)C)=O)O 2-(3-(3,4-dihydroisoquinolin-2(1H)-yl)-2-hydroxypropyl)-6-(2-methyl-2,4,5,6-tetrahydropyrrolo[3,4-c]pyrazole-5-carbonyl)-3,4-dihydroisoquinolin-1(2H)-one